2,6-di[2-chloro-4-(dimethylamino)benzylidene]cyclohexan-1-one ClC1=C(C=C2C(C(CCC2)=CC2=C(C=C(C=C2)N(C)C)Cl)=O)C=CC(=C1)N(C)C